2-(3-(ethylsulfonyl)-5-(4-fluorophenyl)pyridin-2-yl)-9-methyl-8-(trifluoromethyl)-9H-purine C(C)S(=O)(=O)C=1C(=NC=C(C1)C1=CC=C(C=C1)F)C1=NC=C2N=C(N(C2=N1)C)C(F)(F)F